2,6-dibenzyloxy-3-[4-[4-(dimethoxymethyl)-1-piperidyl]-3-fluoro-phenyl]pyridine C(C1=CC=CC=C1)OC1=NC(=CC=C1C1=CC(=C(C=C1)N1CCC(CC1)C(OC)OC)F)OCC1=CC=CC=C1